tert-butyl N-ethyl-N-{7-[6-(1-hydroxypropyl)-4-methylpyridin-3-yl]-2,6-naphthyridin-3-yl}carbamate C(C)N(C(OC(C)(C)C)=O)C=1N=CC2=CC(=NC=C2C1)C=1C=NC(=CC1C)C(CC)O